(6S)-6-hydroxyoct-7-ynoic acid methyl ester COC(CCCC[C@@H](C#C)O)=O